1-(6-(4-fluorophenyl)pyrazin-2-yl)piperidine-4-carboxylic acid FC1=CC=C(C=C1)C1=CN=CC(=N1)N1CCC(CC1)C(=O)O